2-(8-(4-chloro-3-fluorophenyl)-3-methoxy-6,7-dihydro-5H-benzo[7]annulen-9-yl)-5-(pyrrolidin-3-yloxy)pyrimidine hydrochloride Cl.ClC1=C(C=C(C=C1)C=1CCCC2=C(C1C1=NC=C(C=N1)OC1CNCC1)C=CC(=C2)OC)F